7-(4-((2,3-dihydrobenzo[b][1,4]dioxin-6-yl)oxy)piperidin-1-yl-4-d)-8-methyl-4H-pyrimido[1,2-b]pyridazin-4-one O1C2=C(OCC1)C=C(C=C2)OC2(CCN(CC2)C=2C(=CC=1N(N2)C(C=CN1)=O)C)[2H]